C[N+](CCCCP(=O)(O)O)(CCOC(C(=C)C)=O)C dimethyl-(2-methacryloyloxyethyl)(4-phosphonobutyl)ammonium